O=C1NC(CCC1N1C(C2=CC=C(C=C2C1=O)NC[C@@H]1C[C@H](C1)N1N=C(C(=C1)C1=NC2=CC=CC=C2N=C1)C)=O)=O 2-(2,6-dioxopiperidin-3-yl)-5-(((trans-3-(3-methyl-4-(quinoxalin-2-yl)-1H-pyrazol-1-yl)cyclobutyl)methyl)amino)isoindoline-1,3-dione